(4-(4-methyl-1H-1,2,3-triazol-1-yl)phenyl)methanamine CC=1N=NN(C1)C1=CC=C(C=C1)CN